N1=C(C=CC2=CC=CC=C12)C(C)=O quinolyl-ethanone